C(#N)C=1C=C(C=C(C1)C(F)F)N1N=CC(=C1)C(C(=O)NC1=NNC(=C1)C1CC1)C 2-(1-(3-cyano-5-(difluoromethyl)phenyl)-1H-pyrazol-4-yl)-N-(5-cyclopropyl-1H-pyrazol-3-yl)propanamide